N-(morpholinomethylene)benzenesulfonamide O1CCN(CC1)C=NS(=O)(=O)C1=CC=CC=C1